ClC=1N=C(N2N=C(C=C(C21)C2=CC=NN2C)N2[C@@H](COCC2)C)C2=CC=NN2C2OCCCC2 (3R)-4-[5-chloro-4-(1-methyl-1H-pyrazol-5-yl)-7-[1-(oxan-2-yl)-1H-pyrazol-5-yl]imidazo[1,5-b]pyridazin-2-yl]-3-methylmorpholine